FC1=NNC=2C=CC3=C(C12)CCCC(=C3C3=CC=C(N=N3)N3CCC(CC3)C=O)C3=CC=CC=C3 1-(6-(1-fluoro-7-phenyl-3,8,9,10-tetrahydrocyclohepta[e]indazol-6-yl)pyridazin-3-yl)piperidine-4-carbaldehyde